OC=1C2=C(C=3N(C1C(=O)NCC(=O)OC)N=CN3)SC=C2 methyl (6-hydroxythieno[2,3-c][1,2,4]triazolo[1,5-a]pyridine-5-carbonyl)glycinate